COC=1C=C(C=CC1)C(N1CCN(CC1)C(=O)N1N=C(N=C1)C#N)C1=CC(=CC=C1)OC 1-(4-(bis(3-methoxyphenyl)methyl)piperazine-1-carbonyl)-1H-1,2,4-triazole-3-carbonitrile